N1C(=CC2=CC=CC=C12)CN[C@H]1[C@@H](CCCC1)NCC=1NC2=CC=CC=C2C1 (1R,2R)-N,N'-di[(2-indolyl)methyl]-1,2-diaminocyclohexane